[Na].FC1=NC=CC(=C1)C=1C(=C2CCCC2=CC1)NC1=NC(=NN1COCC[Si](C)(C)C)S(=O)O 5-[[5-(2-fluoro-4-pyridinyl)indan-4-yl]amino]-1-(2-trimethylsilylethoxymethyl)-1,2,4-triazol-3-sulfinic acid sodium